C(#N)C1=CC(CC(C1=O)(C)C)(C)N(C(OC(C)(C)C)=O)C tert-butyl (3-cyano-1,5,5-trimethyl-4-oxocyclohex-2-en-1-yl)(methyl)carbamate